COC1=C(C=CC=C1)CN (2-methoxyphenyl)methan-amine